1-((5-(1-(2,2-difluoroethyl)-1H-benzo[d][1,2,3]triazol-6-yl)-4-methoxypyrrolo[2,1-f][1,2,4]triazin-2-yl)amino)-2-methylpropan-2-ol FC(CN1N=NC2=C1C=C(C=C2)C=2C=CN1N=C(N=C(C12)OC)NCC(C)(O)C)F